4-(2-chloro-7-fluoro-4-isopropylquinolin-6-yl)-1-methyl-1H-imidazole-2-carboxylic acid methyl ester COC(=O)C=1N(C=C(N1)C=1C=C2C(=CC(=NC2=CC1F)Cl)C(C)C)C